5-ethynyl-4-(8-fluoro-4-(1,5-diazaspiro[2.3]hexan-5-yl)-2-((tetrahydro-1H-pyrrolizin-7a(5H)-yl)methoxy)pyrido[4,3-d]pyrimidin-7-yl)naphthalen-2-ol C(#C)C1=C2C(=CC(=CC2=CC=C1)O)C1=C(C=2N=C(N=C(C2C=N1)N1CC2(CN2)C1)OCC12CCCN2CCC1)F